FC(F)(F)C1=C(C=CC(=C1)C#N)C1=CC=CC=C1 trifluoromethyl-1,1'-biphenyl-4-carbonitrile